CC1=C[C@H]([C@@H](CC1)C(=C)C)C1=C(C=C(C=C1O)CCC)O 2-[(1R,6R)-3-methyl-6-prop-1-en-2-ylcyclohex-2-en-1-yl]-5-propylbenzene-1,3-diol